3-Methyl-5-(6-oxo-5-(trifluoromethyl)-1,6-dihydropyridin-3-yl)phenyl 4-(5-(trifluoromethyl)pyrimidine-2-yl)piperazine-1-carboxylate FC(C=1C=NC(=NC1)N1CCN(CC1)C(=O)OC1=CC(=CC(=C1)C1=CNC(C(=C1)C(F)(F)F)=O)C)(F)F